4-fluoro-6-methoxy-2-(2-methoxy-5-pyridyl)-5-trifluoromethylpyrimidine FC1=NC(=NC(=C1C(F)(F)F)OC)C=1C=CC(=NC1)OC